N-(2-(2-cyano-4,4-difluoropyrrolidin-1-yl)-2-oxoethyl)-3-(2-(1-oxo-1,2,3,4-tetrahydroisoquinolin-6-yl)vinyl)isonicotinamide C(#N)C1N(CC(C1)(F)F)C(CNC(C1=C(C=NC=C1)C=CC=1C=C2CCNC(C2=CC1)=O)=O)=O